D-N-acetylneuraminic acid, disodium salt [Na+].[Na+].C(C)(=O)N[C@@H]1[C@H](CC(C([O-])=O)(O)O[C@H]1[C@H](O)[C@H](O)CO)O.C(C)(=O)N[C@@H]1[C@H](CC(C([O-])=O)(O)O[C@H]1[C@H](O)[C@H](O)CO)O